(3S)-4-(5-cyclopropyl-7-(piperidin-3-yl)-7H-pyrrolo[2,3-d]pyrimidin-4-yl)-3-methylpiperazine-1-carboxylic acid tert-butyl ester C(C)(C)(C)OC(=O)N1C[C@@H](N(CC1)C=1C2=C(N=CN1)N(C=C2C2CC2)C2CNCCC2)C